[Cl-].[NH+]1=CC=CC2=CC=CC=C12 Quinolinium chloride